4-((1-(4-(2-(2-Aminopyridin-3-yl)-5-(1-methyl-1H-1,2,4-triazol-5-yl)-3H-imidazo[4,5-b]pyridin-3-yl)benzyl)piperidin-4-yl)amino)pyrimidine-2-carbonitrile NC1=NC=CC=C1C1=NC=2C(=NC(=CC2)C2=NC=NN2C)N1C1=CC=C(CN2CCC(CC2)NC2=NC(=NC=C2)C#N)C=C1